S(=O)(=O)([O-])[O-].[K+].O=C(O)CN(C)C(N)=N.[K+] creatine potassium sulfate salt